N-(3-fluoro-4-((1-(1-methylpiperidine-4-yl)-2-oxo-2,3-dihydro-1H-imidazo[4,5-b]pyridine-7-yl)oxy)phenyl)-1-(3-fluoropyridine-2-yl)-5-(trifluoromethyl)-1H-pyrazole-4-carboxamide FC=1C=C(C=CC1OC1=C2C(=NC=C1)NC(N2C2CCN(CC2)C)=O)NC(=O)C=2C=NN(C2C(F)(F)F)C2=NC=CC=C2F